CC1=C(C(=C(C=C1)N1C(N(C=C1)C1=C(C(=C(C=C1)C)C)C)=[Ru](Cl)Cl)C)C (1,3-bis(trimethylphenyl)imidazol-2-ylidene)ruthenium dichloride